(S)-1-(4-amino-5-oxoheptyl)guanidine Phenyl-(3-(tert-butyl)-1-(quinolin-6-yl)-1H-pyrazol-5-yl)carbamate C1(=CC=CC=C1)N(C(O)=O)C1=CC(=NN1C=1C=C2C=CC=NC2=CC1)C(C)(C)C.N[C@@H](CCCNC(=N)N)C(CC)=O